CC1=CC=C2C(=N1)SC(=C2)C(=O)N 6-methylthieno[2,3-b]pyridine-2-carboxamide